phenyl-3-aminopropylmethyldimethoxysilane C1(=CC=CC=C1)CO[Si](OC)(C)CCCN